C(C=C)C1CCN(CC1)C1=C(C=2CCC(C2C(=C1)Br)=O)C(=O)O 5-(4-allylpiperidin-1-yl)-7-bromo-1-oxo-2,3-dihydro-1H-indene-4-carboxylic acid